2,4,7,9-tetramethyldecyne-4,7-diol CC(C)CC(C#CC(CC(C)C)(O)C)(O)C